5-(3-isopropyl-1H-indole-5-carbonyl)hexahydropyrrolo[3,4-c]pyrrole-2(1H)-carboxylic acid tert-butyl ester C(C)(C)(C)OC(=O)N1CC2CN(CC2C1)C(=O)C=1C=C2C(=CNC2=CC1)C(C)C